(S)-5-(tert-butyl)-N-(1-(2-chloro-4-(2-(cyclopropanecarboxamido)pyridin-4-yl)phenyl)ethyl)-1,2,4-oxadiazole-3-carboxamide C(C)(C)(C)C1=NC(=NO1)C(=O)N[C@@H](C)C1=C(C=C(C=C1)C1=CC(=NC=C1)NC(=O)C1CC1)Cl